BrC=1C(=NC=C(C1C)Br)O 3,5-dibromo-4-methyl-pyridinol